COCCN(C=1N=C(C2=C(N1)C(=NC(=N2)N(CCOC)CCOC)N2CC(N(CC2)C)=O)NCC=2C=C(C#N)C=CC2)CCOC 3-(((2,6-bis(bis(2-methoxyethyl)amino)-8-(4-methyl-3-oxopiperazin-1-yl)pyrimido[5,4-d]pyrimidin-4-yl)amino)methyl)benzonitrile